C(C)(=O)OCC1C(C1C(=O)[O-])(C)C 3-Acetoxymethyl-2,2-dimethylcyclopropanecarboxylate